{1,1-dimethyl-2-[3-(3-tert-butyl-4-hydroxy-5-methylphenyl)-propionyloxy]ethyl}2,4,8,10-tetraoxaspiro[5.5]undecane CC(COC(CCC1=CC(=C(C(=C1)C)O)C(C)(C)C)=O)(C)C1OCOCC12COCOC2